O[C@@]12[C@@](OC=3C=NC=C(C31)OC)([C@@H]([C@H](C2=O)C(=O)OC)C2=CC=CC=C2)C2=CC=C(C=C2)C |r| rac-methyl (4bR,6R,7S,7aR)-4b-hydroxy-4-methoxy-5-oxo-7-phenyl-7a-(p-tolyl)-4b,6,7,7a-tetrahydro-5H-cyclopenta[4,5]furo[2,3-c]pyridine-6-carboxylate